C(C1=CC=CC=C1)OC=1C(=NC=CC1)N1N=C2C(=C1)C(N(C2=O)C2CCOCC2)C2=CC=C(C=C2)OC(F)(F)F (3-(benzyloxy)pyridin-2-yl)-5-(tetrahydro-2H-pyran-4-yl)-4-(4-(trifluoromethoxy)phenyl)-4,5-dihydropyrrolo[3,4-c]pyrazol-6(2H)-one